2-CHLORo-N-(5-METHYL-1,3,4-OXADIAZOL-2-YL)-3-[(S)-METHYLSULFINYL]-4-(TRIFLUORoMETHYL)BENZAMID ClC1=C(C(=O)NC=2OC(=NN2)C)C=CC(=C1[S@@](=O)C)C(F)(F)F